C1=NN=CC2=CC=CC=C12 PHTHALAZIN